FC1=CC=C(C=C1)COC1=CC(NC=C1)=O 4-[(4-fluorophenyl)methoxy]-1,2-dihydropyridin-2-one